[Na].[Na].O[C@@H](C(=O)O)CCC(=O)O D-α-Hydroxyglutaric acid disodium